C(#N)C=1C=C(C=C(C1)S(=O)(=O)C)NC1=C(C=NC(=C1)NC(C)=O)C1=NC=C(C=C1)N1C[C@@H](O[C@@H](C1)C)C N-(4'-((3-cyano-5-(methylsulfonyl)phenyl)amino)-5-((cis)-2,6-dimethylmorpholino)-[2,3'-bipyridin]-6'-yl)acetamide